C(C)S(=O)(=O)NC1=C(C=C(C=C1)C1=NNC(=C1C(=O)N)NC1=NC(=CC=C1)C(F)(F)F)OCC=1C=NC=CC1 3-(4-(ethylsulfonamido)-3-(pyridin-3-ylmethoxy)phenyl)-5-((6-(trifluoromethyl)pyridin-2-yl)amino)-1H-pyrazole-4-carboxamide